C1(CC1)C1=C(C=C(C=N1)C1=CC(=C2C(=N1)N=C(N2)C=2N=CC(=NC2)N2CCCCC2)N(CC)CC2(CCCC2)COCC)C(F)(F)F 1-(5-{5-[6-Cyclopropyl-5-(trifluoromethyl)pyridin-3-yl]-7-[{[1-(ethoxymethyl)cyclopentyl]methyl}(ethyl)amino]-1H-imidazo[4,5-b]pyridin-2-yl}pyrazin-2-yl)piperidin